phenoxyl-phosphoryl dichloride O(C1=CC=CC=C1)P(=O)(Cl)Cl